methyl (R)-2-((((9H-fluoren-9-yl) methoxy)carbonyl)amino)-3-iodopropanoate C1=CC=CC=2C3=CC=CC=C3C(C12)COC(=O)N[C@H](C(=O)OC)CI